(1S,3R,4S)-N-[(1S)-1-cyano-2-[(3R)-2-oxopyrrolidin-3-yl]ethyl]-2-[(2S)-3-cyclobutyl-2-[(2,2,2-trifluoroacetyl)amino]propanoyl]-5,5-difluoro-2-azabicyclo[2.2.2]octane-3-carboxamide C(#N)[C@H](C[C@@H]1C(NCC1)=O)NC(=O)[C@@H]1N([C@@H]2CC([C@H]1CC2)(F)F)C([C@H](CC2CCC2)NC(C(F)(F)F)=O)=O